4-(((((2R,3S,4R,5R)-5-(4-aminopyrrolo[2,1-f][1,2,4]triazin-7-yl)-5-cyano-3,4-dihydroxytetrahydrofuran-2-yl)methoxy)carbonyl)oxy)butanoic acid NC1=NC=NN2C1=CC=C2[C@]2([C@@H]([C@@H]([C@H](O2)COC(=O)OCCCC(=O)O)O)O)C#N